tert-Butyl 3-(4-(1,1-difluoro-2-oxopropoxy)-7-(thiazol-4-yl)benzo[d]oxazol-2-yl)-3,6-diazabicyclo[3.1.1]heptane-6-carboxylate FC(C(C)=O)(OC1=CC=C(C2=C1N=C(O2)N2CC1N(C(C2)C1)C(=O)OC(C)(C)C)C=1N=CSC1)F